C1(=CC=CC=C1)C1=C(C=C(C2=CC(=C(C=C12)OC)OC)O)C(=O)OC 1-phenyl-2-methoxycarbonyl-6,7-dimethoxynaphth-4-ol